ClC1=C(C=C(C=C1)F)C(C)OC=1C(=NC=C(C1)Br)N 3-[1-(2-chloro-5-fluorophenyl)ethoxy]-5-bromo-2-aminopyridine